imidazole-2-carboxylate (Ethyl imidazole-2-carboxylate) C(C)C=1N=C(NC1)C(=O)O.N1C(=NC=C1)C(=O)O